OCCCOCCNC(OC(C)(C)C)=O tert-butyl (2-(3-hydroxypropoxy)ethyl)carbamate